5-phenyl-N-(4-trifluoromethoxyphenyl)-1,3,4-thiadiazol-2-amine C1(=CC=CC=C1)C1=NN=C(S1)NC1=CC=C(C=C1)OC(F)(F)F